[Cl-].[Cl-].C1(=CC=CC=C1)P(C1=CC=CC=C1)C1=CC=CC=C1.C1(=CC=CC=C1)P(C1=CC=CC=C1)C1=CC=CC=C1.C1(=CC=CC=C1)P(C1=CC=CC=C1)C1=CC=CC=C1.[Ru+2] ruthenium (II) tri(triphenylphosphine) dichloride